ClC=1C(=NC(=NC1)NC1=C(C=C2CCN(CC2=C1)C)OC)N1C=CC2=CC(=CC=C12)C(F)F N-(5-chloro-4-(5-(difluoromethyl)indol-1-yl)pyrimidin-2-yl)-6-methoxy-2-methyl-1,2,3,4-tetrahydroisoquinolin-7-amine